7-(1-(3-Chloropropanoyl)piperidin-4-yl)-2-(4-phenoxyphenyl)-4,5,6,7-tetrahydropyrazolo[1,5-a]pyrimidine-3-carboxamide ClCCC(=O)N1CCC(CC1)C1CCNC=2N1N=C(C2C(=O)N)C2=CC=C(C=C2)OC2=CC=CC=C2